ClC1=CC(=NC=C1)[C@@H]1CN2[C@H](CO1)CN(CC2)C(=O)C2=C(C(=CC=C2)OC)Cl [(3S,9aS)-3-(4-chloro-2-pyridyl)-3,4,6,7,9,9a-hexahydro-1H-pyrazino[2,1-c][1,4]oxazin-8-yl]-(2-chloro-3-methoxy-phenyl)methanone